tert-butyl (4R)-2-[2-[2,4-difluoro-6-(2-methoxyethoxy)phenyl]ethynyl]-4-methyl-6,7-dihydro-4H-pyrazolo[1,5-a]pyrazine-5-carboxylate FC1=C(C(=CC(=C1)F)OCCOC)C#CC1=NN2C([C@H](N(CC2)C(=O)OC(C)(C)C)C)=C1